2-(2-((5-(3-(aminomethyl)phenyl)-7-(isobutylamino)benzofuran-3-yl)methoxy)-4-methoxyphenyl)acetic acid NCC=1C=C(C=CC1)C=1C=C(C2=C(C(=CO2)COC2=C(C=CC(=C2)OC)CC(=O)O)C1)NCC(C)C